ClC1=CC=C(C=C1)C1=CC=CC(=N1)C=O 6-(4-chlorophenyl)pyridine-2-carbaldehyde